[Si](C)(C)(C(C)(C)C)O[C@H]1[C@H]([C@@H](O[C@@H]1CNCCCCCCCCCCCCCCCCC)N1C(NC(C=C1)=O)=O)OC 1-((2R,3R,4R,5R)-4-((tert-butyldimethylsilyl)oxy)-5-((heptadecylamino)methyl)-3-methoxytetra-hydrofuran-2-yl)pyrimidine-2,4(1H,3H)-dione